NC(C(S(=O)(=O)C)C1=CC=C(O1)C(=O)O)=O 5-(2-amino-1-methylsulfonyl-2-oxo-ethyl)furan-2-carboxylic acid